2,4-dimethoxy-6-{[1-(tert-butoxycarbonyl)piperidin-4-ylidene]methyl}benzoic acid COC1=C(C(=O)O)C(=CC(=C1)OC)C=C1CCN(CC1)C(=O)OC(C)(C)C